2-chloro-N-(2-chloroethyl)ethanamine ClCCNCCCl